4-ethylthio-6-isopropyl-1,3,5-triazin-2-amine C(C)SC1=NC(=NC(=N1)C(C)C)N